tert-butyl (1R,4R)-5-(1,2-dimethyl-5-nitro-1H-benzo[d]imidazol-4-yl)-2,5-diazabicyclo[2.2.1]heptane-2-carboxylate CN1C(=NC2=C1C=CC(=C2N2[C@H]1CN([C@@H](C2)C1)C(=O)OC(C)(C)C)[N+](=O)[O-])C